3'-methyl-4-pentyl-3-(thiophen-2-yl)-[1,1'-biphenyl]-2,6-diol CC=1C=C(C=CC1)C=1C(=C(C(=CC1O)CCCCC)C=1SC=CC1)O